C=NC1=CC=C(C=C1)C methylene-4-methylaniline